(3-(2-methoxy-2-methylpropoxy)pyridin-4-yl)methanamine COC(COC=1C=NC=CC1CN)(C)C